(S)-quinuclidin-3-yl ((R)-5-(4-butylphenyl)-6-ethoxy-2,2-dimethyl-2,3-dihydro-1H-inden-1-yl)carbamate C(CCC)C1=CC=C(C=C1)C=1C=C2CC([C@H](C2=CC1OCC)NC(O[C@@H]1CN2CCC1CC2)=O)(C)C